tert-Butyl 3-(4-(3-(((allyloxy)carboxyl)amino)-1-(3-((tert-butoxycarboxyl)-amino)propyl)-1H-pyrazol-4-yl)phenoxy)-2-(aminooxy)propanoate C(C=C)OOC(=O)NC1=NN(C=C1C1=CC=C(OCC(C(=O)OC(C)(C)C)ON)C=C1)CCCNC(=O)OOC(C)(C)C